N-(4-(N-((3R,5R)-adamantan-1-yl)aminosulfonyl)phenethyl)-3-(cyclobutylmethoxy)benzamide C12(CC3CC(CC(C1)C3)C2)NS(=O)(=O)C2=CC=C(CCNC(C3=CC(=CC=C3)OCC3CCC3)=O)C=C2